3-(2-methoxyphenyl)-7-methyl-1H-indole-2-carboxylic acid COC1=C(C=CC=C1)C1=C(NC2=C(C=CC=C12)C)C(=O)O